7-chloro-5-methyl-1-[3-(morpholin-4-yl)-1,2,4-thiadiazol-5-yl]-4-oxo-1,4-dihydro-1,8-naphthyridine-3-carboxylic acid ethyl ester C(C)OC(=O)C1=CN(C2=NC(=CC(=C2C1=O)C)Cl)C1=NC(=NS1)N1CCOCC1